Thiocarbonylcarboxyl-(thiocarbonylcarboxylic acid) C(=S)=S=C(C(=O)O)C(=O)O